tert-butyl 4-methyl 2,3-diazabicyclo[3.1.1]heptane-2,3,4-tricarboxylate C12N(N(C(C(C1)C2)C(=O)OC)C(=O)[O-])C(=O)OC(C)(C)C